N-((3S,4R)-1-ethyl-3-fluoropiperidin-4-yl)-2-iodo-1-(2,2,2-trifluoroethyl)-1H-indol-4-amine C(C)N1C[C@@H]([C@@H](CC1)NC=1C=2C=C(N(C2C=CC1)CC(F)(F)F)I)F